Tetrahydro-pyran-4-carboxylic acid {(S)-8-[5-(3-dimethylaminomethyl-phenylamino)-6-methoxy-pyridin-2-yl]-2,3-dihydro-benzo[1,4]dioxin-2-ylmethyl}-amide CN(C)CC=1C=C(C=CC1)NC=1C=CC(=NC1OC)C1=CC=CC2=C1O[C@H](CO2)CNC(=O)C2CCOCC2